dimethyl-bis(1,1-dimethyl-2-propynyloxy)silane C[Si](OC(C#C)(C)C)(OC(C#C)(C)C)C